(R)-4-(3-(3-aminoazepane-1-carbonyl)-1-(2-fluoro-4-isopropylphenyl)-1H-pyrazole-5-yl)-2-fluorobenzonitrile N[C@H]1CN(CCCC1)C(=O)C1=NN(C(=C1)C1=CC(=C(C#N)C=C1)F)C1=C(C=C(C=C1)C(C)C)F